C([C@H](O)[C@@H](O)[C@H](O)[C@H](O)CO)O Glucitol